N(C1=CC=CC=C1)C=1C(=NC=CC1)C(=O)[O-] Anilinopyridinate